BrC=1C=CC(=NC1C)N1CCN(CC1)C(=O)OC(C)(C)C Tert-butyl 4-(5-bromo-6-methylpyridin-2-yl)piperazine-1-carboxylate